N1=CC(=CC=C1)N1N=C2C=CC(=CC2=C1)C(=O)Cl 2-(3-pyridyl)-2H-indazole-5-carbonyl chloride